Dimethylol propyl carbamate CCCOC(=O)N(CO)CO